(S)-2,5,7,8-tetramethyl-2-((3E,7E)-4,8,12-trimethyltridecan-3,7,11-trien-1-yl)chroman-6-ol C[C@]1(OC2=C(C(=C(C(=C2CC1)C)O)C)C)CC\C=C(\CC\C=C(\CCC=C(C)C)/C)/C